6-{6-chloro-4-[(1S,6R)-3,9-diazabicyclo[4.2.1]nonan-3-yl]-8-fluoro-2-({1-[(morpholin-4-yl)methyl]cyclopropyl}methoxy)quinazolin-7-yl}-4-methyl-5-(trifluoromethyl)pyridin-2-amine ClC=1C=C2C(=NC(=NC2=C(C1C1=C(C(=CC(=N1)N)C)C(F)(F)F)F)OCC1(CC1)CN1CCOCC1)N1C[C@@H]2CC[C@H](CC1)N2